3-methyl-benzothiazolium perchlorate salt Cl(=O)(=O)(=O)[O-].C[N+]1=CSC2=C1C=CC=C2